N-(4-{[6-(5-chloro-2-fluorophenyl)-3-methoxypyridazin-4-yl]amino}pyridin-2-yl)-2-[4-(2,2,2-trifluoroethyl)piperazin-1-yl]acetamide ClC=1C=CC(=C(C1)C1=CC(=C(N=N1)OC)NC1=CC(=NC=C1)NC(CN1CCN(CC1)CC(F)(F)F)=O)F